4-(4-(trifluoromethyl)benzoyl)piperidine-1-carboxylic acid tert-butyl ester C(C)(C)(C)OC(=O)N1CCC(CC1)C(C1=CC=C(C=C1)C(F)(F)F)=O